ClC=1C=C(C=2CC[C@H](C2C1)O)S(=O)(=O)NC1=C(C(=C(C=C1)F)C=1C=C2C=NC(=NC2=C(C1)CC)NC1CCN(CC1)C1CC1)F (1R)-6-chloro-N-(3-{2-[(1-cyclopropylpiperidin-4-yl)amino]-8-ethylquinazolin-6-yl}-2,4-difluorophenyl)-1-hydroxy-2,3-dihydro-1H-indene-4-sulfonamide